(7-chloro-2,3-dihydro-1H-inden-1-yl)-3-fluoroaniline ClC=1C=CC=C2CCC(C12)NC1=CC(=CC=C1)F